pentadecane-3,5-diol CCC(CC(CCCCCCCCCC)O)O